CC([O-])CC.C(C)CC(CC(=O)[O-])=O.C(C)CC(CC(=O)[O-])=O.C(C)CC(CC(=O)[O-])=O.[Zr+4] zirconium tri(ethylacetoacetate) mono-sec-butoxide